[1,8]Naphthyridin-3(2H)-one N=1CC(C=C2C=CC=NC12)=O